4-Methylbenzenesulfonic acid 2-cyclopentylethyl ester C1(CCCC1)CCOS(=O)(=O)C1=CC=C(C=C1)C